N-(2-phenylallyl)cyclopropylamine C1(=CC=CC=C1)C(CNC1CC1)=C